CN1C(=NC(=C1)C(F)(F)F)C1=CC=C(C=C1)CN 1-{4-[1-methyl-4-(trifluoromethyl)imidazol-2-yl]phenyl}methanamine